C1(=CC(=CC=C1)\C=N\NC=1N=CC2=C(N1)C=C(S2)C(=O)N)C 2-[(2E)-2-(m-tolylmethylene)hydrazino]thieno[3,2-d]pyrimidine-6-carboxamide